1-(4-(2-hydroxyethyl)piperazin-1-yl)ethanone OCCN1CCN(CC1)C(C)=O